4-((S)-2-((S)-2-amino-3-methylbutanamido)-5-ureidopentanamido)benzyl-6-methyl-3-phenyl-1,2,4,5-tetrazine-1(4H)-carboxylate N[C@H](C(=O)N[C@H](C(=O)NC1=CC=C(COC(=O)N2N=C(NN=C2C)C2=CC=CC=C2)C=C1)CCCNC(=O)N)C(C)C